[NH2+]1CCOCO1 5-oxa-morpholinium